(1-(hydroxymethyl)cyclopropyl)methanol OCC1(CC1)CO